CN(C)CC1CSCCC1=O 3-((Dimethylamino)Methyl)Tetrahydro-4H-Thiopyran-4-One